CC1=NC(=NO1)C1=CC=C2C=CN=C(C2=C1)N[C@@H]1CN(CC1)C(=O)OC(C)(C)C tert-Butyl (3S)-3-[[7-(5-methyl-1,2,4-oxadiazol-3-yl)-1-isoquinolyl]amino]pyrrolidine-1-carboxylate